benzyl 4-(7-azaspiro[3.5]nonan-2-yl)piperidine-1-carboxylate C1C(CC12CCNCC2)C2CCN(CC2)C(=O)OCC2=CC=CC=C2